methylenebis(4-methyl-6-nonylphenol) C(C1=C(C(=CC(=C1)C)CCCCCCCCC)O)C1=C(C(=CC(=C1)C)CCCCCCCCC)O